4-benzoyl-benzyl-trimethylammonium chloride [Cl-].C(C1=CC=CC=C1)(=O)C1=CC=C(C[N+](C)(C)C)C=C1